ClC=1C(=NC(=NC1)C1=C(C=C(C=C1)C(F)(F)F)OC)C(=O)O 5-Chloro-2-(2-methoxy-4-(trifluoromethyl)phenyl)pyrimidine-4-carboxylic acid